FC(CO)(C(F)(F)F)OC(C(OC(=C(F)F)F)(F)F)(F)F 2,3,3,3-tetrafluoro-2-(1,1,2,2-tetrafluoro-2-(1,2,2-trifluorovinyloxy)ethoxy)propan-1-ol